BrCC(=O)NC1=CC(=C(C=C1)C)C(F)(F)F 2-bromo-N-(4-methyl-3-(trifluoromethyl)phenyl)acetamide